C(N)(O)=O.C(C)(C)(C)C1OC2=CC=CC(=C2C(C1)N)Br tert-butyl-(5-bromo-4-chroman-amine) carbamate